C(CCCCC(C)C)OC(COC1=C(C=C(C=C1)Cl)Cl)=O.ClC(C(=O)OCCCC)(OC1=CC=CC=C1)Cl 4-butyl dichlorophenoxyacetate isooctyl-2,4-dichlorophenoxyacetate